butyl 8-bromooctanoate BrCCCCCCCC(=O)OCCCC